FC=1C=CC(=NC1)C(O)C1(CC1)C(F)(F)F (5-Fluoro-2-pyridyl)-[1-(trifluoromethyl)cyclopropyl]methanol